1-(2-(1-chloro-2-((triisopropylsilyl)oxy)ethyl)-6-cyclopropylimidazo[1,2-a]pyridin-8-yl)-3-methylimidazolidine-2,4-dione ClC(CO[Si](C(C)C)(C(C)C)C(C)C)C=1N=C2N(C=C(C=C2N2C(N(C(C2)=O)C)=O)C2CC2)C1